FC1(CCC(CC1)C1=NC(=CC(=N1)C=1C=NN(C1)C1=C(C=C(C=C1)NS(=O)(=O)CCO)N1CCC2(CC2)CC1)C)F N-(4-(4-(2-(4,4-Difluorocyclohexyl)-6-methylpyrimidin-4-yl)-1H-pyrazol-1-yl)-3-(6-azaspiro[2.5]octan-6-yl)phenyl)-2-hydroxyethane-1-sulfonamide